acetyl-copper (II) C(C)(=O)[Cu+]